C[Si](OC1=CC[C@H]2[C@@H]1CN(C2)C(=O)C2=CC=1COCCC1S2)(C(C)(C)C)C [(3aS,6aR)-6-{[dimethyl(2-methyl-2-propanyl)silyl]oxy}-3,3a,4,6a-tetrahydrocyclopenta[c]pyrrole-2(1H)-yl](6,7-dihydro-4H-thieno[3,2-c]pyran-2-yl)methanone